3,5-dimethylphenylcarbamate CC=1C=C(C=C(C1)C)NC([O-])=O